CN(S(=O)(=O)NCC1=CC(=C(C=C1)C1=NOC(=N1)C(F)(F)F)F)C 3-[4-[(dimethylsulfamoylamino)methyl]-2-fluorophenyl]-5-(trifluoromethyl)-1,2,4-oxadiazole